[Zn+2].[In+3].[O-2].[O-2].[O-2].[In+3] indium trioxide indium zinc